ClC=1C=C2C(C=COC2=CC1)=O 6-chloro-chromone